Cl.COC1=C(C=C(C=C1)N1N=NN=C1)CN[C@@H]1[C@@H](NCCC1)C1=CC=CC=C1 (2S,3S)-N-[[2-Methoxy-5-(1H-tetrazol-1-yl)phenyl]methyl]-2-phenyl-3-piperidinamine hydrochloride